C(CCC)(=O)SC S-methyl thiobutyrate